(R)-(4-fluoro-2-(2-methoxy-7-methylquinoxalin-5-yl)-7,8-dihydro-[1,4]dioxino[2',3':3,4]benzo[1,2-d]thiazol-7-yl)methyl (6-methoxypyridin-3-yl)carbamate COC1=CC=C(C=N1)NC(OC[C@@H]1OC2=C(C3=C(N=C(S3)C3=C4N=CC(=NC4=CC(=C3)C)OC)C(=C2)F)OC1)=O